NCCC=1N=CC(=NC1)C1=C(C=C(C#N)C=C1)OC=1N(N=C(C1)C1CCOCC1)C 4-[5-(2-aminoethyl)pyrazin-2-yl]-3-[2-methyl-5-(oxan-4-yl)pyrazol-3-yl]oxybenzonitrile